2-AMINO-4-METHYL-1,3-OXAZOLE-5-CARBOXYLIC ACID NC=1OC(=C(N1)C)C(=O)O